Cl.N[C@@H]1[C@@H](OCC12CCN(CC2)C=2N=CC(=NC2)SC2=C(C(=NC=C2)NC2=NC(=NC=C2)N2[C@H](CCCC2)CO)Cl)C (R)-1-(4-((4-((5-((3S,4S)-4-amino-3-methyl-2-oxa-8-azaspiro[4.5]Dec-8-yl)pyrazin-2-yl)thio)-3-chloropyridin-2-yl)amino)pyrimidin-2-ylpiperidin-2-yl)methanol hydrochloride